ClC1=CC=C(C=C1)C1=NOC(=C1C1=CC=C(C=C1)Cl)C1=C(C=CC=C1)C(=O)OC 3-(4-chlorophenyl)-4-(4-chlorophenyl)-5-(2-methoxycarbonylphenyl)-isoxazole